FC(COCCC(F)(F)F)(C(F)(F)F)F (3,3,3-trifluoro-n-propyl) (2,2,3,3,3-pentafluoro-n-propyl) ether